ClC1=CC=C(CN2N=CC(=C2)C=2C(=C(C(=CC2)O)N2CC(NS2(=O)=O)=O)F)C=C1 5-(3-(1-(4-chlorobenzyl)-1H-pyrazol-4-yl)-2-fluoro-6-hydroxyphenyl)-1,2,5-thiadiazolidin-3-one 1,1-dioxide